[Si](C)(C)(C(C)(C)C)O[C@H]1CC(N([C@H]1C)CC=1C=NC(=CC1)OC1=C(C=C(C=C1)F)F)=O (4S,5S)-4-((tert-butyldimethylsilyl)oxy)-1-((6-(2,4-difluorophenoxy)pyridin-3-yl)methyl)-5-methylpyrrolidine-2-one